(1H-benzimidazol-5-ylamino){4-[5-(trifluoromethyl)thiophen-3-yl]phenyl}-acetonitrile N1C=NC2=C1C=CC(=C2)NC(C#N)C2=CC=C(C=C2)C2=CSC(=C2)C(F)(F)F